Cl.FC(C1=CC=C(N=N1)[C@@H](C)N)(F)F (R)-1-[6-(trifluoromethyl)pyridazin-3-yl]ethanamine hydrochloride